(S)-1-((1-((4-(chloromethyl)phenyl)amino)-1-oxo-5-ureidopentan-2-yl)carbamoyl)cyclobutane-1-carboxylic acid ethyl ester C(C)OC(=O)C1(CCC1)C(N[C@H](C(=O)NC1=CC=C(C=C1)CCl)CCCNC(=O)N)=O